N'-(4-chlorophenyl)-2-(4-(1-(2-(4-chlorophenyl)hydrazino)ethylidene)-3,5-dioxopyrrolidin-2-yl)acetohydrazide ClC1=CC=C(C=C1)NNC(CC1NC(C(C1=O)=C(C)NNC1=CC=C(C=C1)Cl)=O)=O